COP(O)(=O)CC#N cyanomethanephosphonic acid methyl ester